NC=1N=C(C2=C(C(=CC=C2C1)F)C#C[Si](C(C)C)(C(C)C)C(C)C)C=1C(=C2C(=C(N=C(C2=CN1)N1CC2CCC(C1)N2C(=O)OC(C)(C)C)C)C)F tert-butyl 3-[6-[3-amino-7-fluoro-8-(2-triisopropylsilylethynyl)-1-isoquinolyl]-5-fluoro-3,4-dimethyl-2,7-naphthyridin-1-yl]-3,8-diazabicyclo[3.2.1]octane-8-carboxylate